COC=1C=C(C=CC1)S(=O)(=O)C1=C2C(N(N(C2=CC(=C1)NC(=O)C=1C=C2C(=NC1)NC=C2)C2=CC=CC=C2)C2=CC=CC=C2)=O N-{4-[(3-methoxyphenyl)sulfonyl]-3-oxo-1,2-diphenyl-2,3-dihydro-1H-indazol-6-yl}-1H-pyrrolo[2,3-b]Pyridine-5-carboxamide